BrC=1C=CC(=C2C(=CN=CC12)I)F 8-Bromo-5-fluoro-4-iodo-isoquinoline